P(=O)(OC(C(=O)NC1=CC(=C(C=C1)N=CN(C)C)C#N)(CC)CC)([O-])[O-] diethyl-(2-((3-cyano-4-(((dimethylamino) methylene) amino) phenyl) amino)-2-oxoethyl) phosphate